C(CCCCC)N(CCN1CCN(CC1)CCC(CN(CCCCCCCCCCCC)CCCCCCCCCCCC)NCCCCCCCCCCCC)CCCCCC 1-(2-(4-(2-(Dihexylamino)ethyl)piperazin-1-yl)ethyl)-N1,N2,N2-tridodecylethan-1,2-diamine